2-(3-(2,2-difluorocyclopropyl)-5-fluorophenyl)-4,4,5,5-tetramethyl-1,3,2-dioxaborolane FC1(C(C1)C=1C=C(C=C(C1)F)B1OC(C(O1)(C)C)(C)C)F